C(C)N1CCC(CC1)NC1=C2C(=NC=3C=C(C(=CC13)OC)OCF)CCC2 1-ethyl-N-[6-(fluoromethoxy)-7-methoxy-1H,2H,3H-cyclopenta[b]quinolin-9-yl]piperidin-4-amine